ClC=1C=CC(=C(C1)C1=CC(=C(N=N1)COCCO)NCC1=C(C=C(C=C1)OC)OC)F 2-((6-(5-chloro-2-fluorophenyl)-4-((2,4-dimethoxybenzyl)amino)pyridazin-3-yl)methoxy)ethan-1-ol